Cl.NC(CCC(=O)O)C=C 4-amino-5-hexenoic acid hydrochloride